8-bromo-7-cyclobutyl-6-[3,8-diazabicyclo[3.2.1]octan-3-yl]-2-{[(2R,7aS)-2-fluorotetrahydro-1H-pyrrolizin-7a(5H)-yl]methoxy}-7H-purine BrC1=NC2=NC(=NC(=C2N1C1CCC1)N1CC2CCC(C1)N2)OC[C@]21CCCN1C[C@@H](C2)F